(2-(4-oxo-4,5,6,7-tetrahydro-1H-pyrazolo[4,3-c]pyridin-1-yl)pyridin-4-yl)boronic acid O=C1NCCC2=C1C=NN2C2=NC=CC(=C2)B(O)O